C(CC)N1[C@H]2[C@H](OCC1)C1=C(OC2)C=CC(=C1)O (4aR,10bR)-3,4a,4,10b-tetrahydro-4-propyl-2H,5H-[1]benzopyrano-[4,3-b]-1,4-oxazin-9-ol